(7-(2-(4-(6-Fluorobenzo[b]thiophen-4-yl)piperazin-1-yl)ethyl)-2-oxo-3,4-dihydroquinolin-1(2H)-yl)methyl propyl carbonate C(OCN1C(CCC2=CC=C(C=C12)CCN1CCN(CC1)C1=CC(=CC=2SC=CC21)F)=O)(OCCC)=O